[[1-(4-chlorophenyl)-1-(4-fluorophenyl)ethyl]-methyl-amino] (2S)-2-[(3-hydroxy-4-methoxy-pyridine-2-carbonyl) amino]propanoate OC=1C(=NC=CC1OC)C(=O)N[C@H](C(=O)ON(C)C(C)(C1=CC=C(C=C1)F)C1=CC=C(C=C1)Cl)C